FC1=CC(=C2C=C(OC(C2=C1)=O)CCCO)C 7-fluoro-3-(3-hydroxypropyl)-5-methyl-1H-isochromen-1-one